C(C)(C)(C)OC(=O)N1C(CNCC1)C(=O)C1(N(C2=CC(=C(C=C2C1)F)F)C)OCCOCC1=CC=CC=C1 2-(2-(2-(benzyloxy)ethoxy)-5,6-difluoro-1-methyl-1H-indole-2-carbonyl)piperazine-1-carboxylic acid tert-butyl ester